2-(3-{[1-(tert-butoxycarbonyl)piperidin-4-yl]oxy}-1,2-oxazol-5-yl)-3-methylbutanoic acid C(C)(C)(C)OC(=O)N1CCC(CC1)OC1=NOC(=C1)C(C(=O)O)C(C)C